tributylvinyl-tin C(CCC)C(=C(CCCC)CCCC)[Sn]